(1S,3S,5S)-N-((4-carbamimidoylthiazol-2-yl)methyl)-5-methyl-2-(((2S,3S,4S,5S)-2,3,4,5-tetrahydroxyhexyl)glycyl)-2-azabicyclo[3.1.0]hexane-3-carboxamide C(N)(=N)C=1N=C(SC1)CNC(=O)[C@H]1N([C@H]2C[C@]2(C1)C)C(CNC[C@@H]([C@@H]([C@H]([C@H](C)O)O)O)O)=O